crotonyl-ascorbate C(\C=C\C)(=O)OC1=C(C(=O)O[C@@H]1[C@@H](O)CO)O